NC1=CC=C(C2=CC(=CC(=C12)O)S(=O)(=O)O)S(=O)(=O)O 4-amino-5-hydroxynaphthalene-1,7-disulfonic acid